COCC1(CCCC=2C3=CC=CC=C3CC12)COC bis(methoxymethyl)-1,2,3,4-tetrahydrofluorene